N-(2-chloro-6-fluorophenyl)-4-(4-ethyl-3-(hydroxymethyl)-5-oxo-4,5-dihydro-1H-1,2,4-triazol-1-yl)-5-fluoro-2-(isopropylamino)benzamide ClC1=C(C(=CC=C1)F)NC(C1=C(C=C(C(=C1)F)N1N=C(N(C1=O)CC)CO)NC(C)C)=O